5-(6-azaspiro[2.5]oct-6-yl)-7-bromo-N-[2-(4,4-difluoropiperidin-1-yl)-3-fluoropyridin-4-yl]-2,3-dihydro-1H-indene-4-carboxamide C1CC12CCN(CC2)C2=C(C=1CCCC1C(=C2)Br)C(=O)NC2=C(C(=NC=C2)N2CCC(CC2)(F)F)F